(E)-4-fluoro-5-[2-(3-fluoropyridin-2-yl)vinyl]-2-isopropylbenzene-1,3-diol FC1=C(C(=C(C=C1\C=C\C1=NC=CC=C1F)O)C(C)C)O